ON1C(C=C(C=C1CS(=O)(=O)C1=CC=CC=C1)C)=O 1-hydroxy-4-methyl-6-(phenylsulfonylmethyl)-2-pyridone